BrC=1N=C(N2C1C(=NC=C2Cl)Cl)C([2H])([2H])[2H] 1-bromo-5,8-dichloro-3-(trideuteriomethyl)imidazo[1,5-a]pyrazine